FORMATE (3,7-dimethyloct-6-en-1-yl formate) CC(CCC(=O)O)CCC=C(C)C.C(=O)O